(S)-3-benzyl-1-(1-((3,5-di-tert-butylbenzyl)amino)-1-oxopropan-2-yl)-1H-imidazol-3-ium chloride [Cl-].C(C1=CC=CC=C1)[N+]1=CN(C=C1)[C@H](C(=O)NCC1=CC(=CC(=C1)C(C)(C)C)C(C)(C)C)C